1-(2-chlorophenyl)-2,2-dibromoethyl ketone ClC1=C(C=CC=C1)C(C(Br)Br)C(=O)C(C(Br)Br)C1=C(C=CC=C1)Cl